C(C)(C)(C)OC(COCCOCCOCCOCC#C)=O.C(#N)C1=CC=C2C(=N1)C(=NN2C2=CC=C(C=C2)C(F)(F)F)N2CC(CC2)C(C(=O)N)=C (1-(5-cyano-1-(4-(trifluoromethyl)phenyl)-1H-pyrazolo[4,3-b]pyridin-3-yl)pyrrolidin-3-yl)acrylamide tert-butyl-3,6,9,12-tetraoxapentadec-14-yn-1-oate